trimethylhexamethylene diisocyanate di(hydroxyethyl)methacrylate OCCC(=C(C(=O)O)C)CCO.CC(C(C)(C)N=C=O)CCCCN=C=O